N1CCC(CC1)NC(=O)C1=NNC=C1 1H-pyrazole-3-carboxylic acid N-(piperidin-4-yl) amide